C(C)(C)(C)OC(C(CCC(=O)OC(C)(C)C)NC(=O)NC(CCCCN)C(=O)O)=O 2-[3-(5-Amino-1-carboxy-pentyl)-ureido]-pentanedioic acid dit-butyl ester